N-(4-Ethoxybenzylidene)-4-butylaniline C(C)OC1=CC=C(C=NC2=CC=C(C=C2)CCCC)C=C1